(8-fluoro-1,2,3,5,6,7-hexahydro-s-indacen-4-yl)-3-([4-[([[1-(hydroxymethyl)cyclobutyl]methyl](methyl)amino)methyl]-5-methylfuran-2-yl](imino)oxo-lambda6-sulfanyl)urea FC=1C=2CCCC2C(=C2CCCC12)NC(=O)NS(=O)(=N)C=1OC(=C(C1)CN(C)CC1(CCC1)CO)C